(S)-1-(1-cyclopropylazetidin-3-yl)-3-(isoquinolin-4-yl)-2-oxoimidazolidine-4-carbonitrile C1(CC1)N1CC(C1)N1C(N([C@@H](C1)C#N)C1=CN=CC2=CC=CC=C12)=O